CC1=NC(=CC(=C1)OC1=CC(=CC=C1)C=1CC[C@@H](CN1)C)C 2,6-dimethyl-4-[3-[(3S)-3-methyl-2,3,4,5-tetrahydropyridin-6-yl]phenoxy]pyridine